1-methyl-3,5-diamino-1,2,4-triazole CN1N=C(N=C1N)N